4-methyl-2-(3-chloro-2-fluorophenyl)-1H-imidazole-5-carboxylic acid ethyl ester C(C)OC(=O)C1=C(N=C(N1)C1=C(C(=CC=C1)Cl)F)C